BrC=1C=C(C=C2CN(C(C12)=O)C1C(NC(CC1)=O)=O)C 3-(7-bromo-5-methyl-1-oxoisoindolin-2-yl)piperidine-2,6-dione